C(#N)C=1C(=NC(=C(C1CC)C#N)N(C)CCO)SC(C(=O)N)C1=CC=CC=C1 2-((3,5-dicyano-4-ethyl-6-((2-hydroxyethyl)(methyl)amino)pyridin-2-yl)thio)-2-phenylacetamide